4-(4-amino-7-cyano-2-(4-(2-fluoroacrylamido)phenyl)-1H-pyrrolo[3,2-c]pyridin-3-yl)-2-methoxy-N-(1-(trifluoromethyl)cyclopropyl)benzamide NC1=NC=C(C2=C1C(=C(N2)C2=CC=C(C=C2)NC(C(=C)F)=O)C2=CC(=C(C(=O)NC1(CC1)C(F)(F)F)C=C2)OC)C#N